ClC1=C(C(=NC(=N1)C)N1CC=2C=CC=NC2C(C1)C)C 6-(6-chloro-2,5-dimethylpyrimidin-4-yl)-8-methyl-5,6,7,8-tetrahydro-1,6-naphthyridin